C(C1=CC=CC=C1)N1CC=2N=C(N=C(C2CC1)N1C[C@H](N(C[C@@H]1C)C(=O)OC(C)(C)C)C)OC[C@H]1N(CCC1)C tert-Butyl (2R,5S)-4-[7-benzyl-2-[[(2S)-1-methylpyrrolidin-2-yl]methoxy]-6,8-dihydro-5H-pyrido[3,4-d]pyrimidin-4-yl]-2,5-dimethylpiperazine-1-carboxylate